C(CCC)NC1=NC2=C(C=CC(=C2C(N1)=O)Cl)Cl 2-(butylamino)-5,8-dichloroquinazolin-4(3H)-one